FC1=C(C=C(C=C1)F)[C@@H]1N(OCC1)C1=CC(=NC=N1)NC=1C(=CC(=C(C1)NC(C=C)=O)N1CCC(CC1)N1C2CN(C(C1)C2)C)OC N-(5-((6-((R)-3-(2,5-difluorophenyl)isoxazolidine-2-yl)pyrimidine-4-yl)amino)-4-methoxy-2-(4-(5-methyl-2,5-diazabicyclo[2.2.1]heptane-2-yl)piperidine-1-yl)phenyl)acrylamide